[Te]1C=NC=C1 tellurazole